C1(=CC=CC=C1)C1NCCC2=CC=CC=C12 1-Phenyl-1,2,3,4-tetrahydroisoquinoline